C(CCCCC)C(COCC(CC1=[NH+]CCC2=CC=CC=C12)OS(=O)(=O)O)CCCCCCCCCC [3-[(2-hexyldodecyl)oxy]2-(sulfooxy)propyl]3,4-dihydroisoquinolinium